ClC=1C=C(C(=NC1N1N=CC=N1)C)NC(=O)C=1C=NN(C1C(F)(F)F)C=1C=2N(C=CC1)N=CC2 N-(5-Chloro-2-methyl-6-(2H-1,2,3-triazol-2-yl)pyridin-3-yl)-1-(pyrazolo[1,5-a]pyridin-4-yl)-5-(trifluoromethyl)-1H-pyrazol-4-carboxamid